isoquinolin-8-yl-1-(5-fluoropentyl)-1H-indole C1=NC=CC2=CC=CC(=C12)C=1N(C2=CC=CC=C2C1)CCCCCF